3-(3-Hydroxy-4-methoxyphenyl)-1-(4-nitrophenyl)prop-2-en-1-one OC=1C=C(C=CC1OC)C=CC(=O)C1=CC=C(C=C1)[N+](=O)[O-]